C(C)N(CCNC(=O)C1CCN(CC1)C1=C2C=CC=NC2=C(C=C1)C(F)(F)F)C 1-(8-Trifluoromethyl-quinolin-5-yl)-piperidine-4-carboxylic acid [2-(ethylmethyl-amino)-ethyl]-amide